ClC1=CC=C(OC2=CC(=C(C=C2)C(CN2N=CN=C2)(CCC)O)C(F)(F)F)C=C1 2-[4-(4-chlorophenoxy)-2-(trifluoromethyl)phenyl]-1-(1H-1,4,2-triazol-1-yl)pentan-2-ol